C(C)OC(=C)CCC=C(CC)C 2-ethoxy-6-methyl-octa-1,5-diene